(S)-6'-(4-(methoxycarbonyl)phenyl)-6-Methyl-3',6'-dihydro-[2,4'-bipyridyl]-1'(2'H)-carboxylic acid benzyl ester C(C1=CC=CC=C1)OC(=O)N1CCC(=C[C@H]1C1=CC=C(C=C1)C(=O)OC)C1=NC(=CC=C1)C